3-chloro-4-((5-chloro-3-fluoropyridin-2-yl)methoxy)-2'-(3-(2-hydroxypropane-2-yl)-1H-pyrazol-1-yl)-5',6-dimethyl-2H-[1,4'-bipyridyl]-2-one ClC=1C(N(C(=CC1OCC1=NC=C(C=C1F)Cl)C)C1=CC(=NC=C1C)N1N=C(C=C1)C(C)(C)O)=O